4-((4-((4-cyclopropylnaphthalen-1-yl)amino)thieno[3,2-d]Pyrimidin-2-yl)thio)butanoic acid methyl ester COC(CCCSC=1N=C(C2=C(N1)C=CS2)NC2=CC=C(C1=CC=CC=C21)C2CC2)=O